N-(5-(2-(isoindolin-2-yl)acetamido)-2-methylpyridin-3-yl)-7-(1-methyl-1H-pyrazol-4-yl)-[1,2,4]triazolo[4,3-a]pyridine-3-carboxamide C1N(CC2=CC=CC=C12)CC(=O)NC=1C=C(C(=NC1)C)NC(=O)C1=NN=C2N1C=CC(=C2)C=2C=NN(C2)C